7-(pyridin-2-yl)-2,7-diazaspiro[4.4]nonane-2-carboxylic acid tert-butyl ester C(C)(C)(C)OC(=O)N1CC2(CC1)CN(CC2)C2=NC=CC=C2